CN1C=NC(=C1)CC1=C(C(=O)N)C=CC=C1 ((1-methyl-1H-imidazol-4-yl)methyl)benzamide